FC(C1=CC(=NC=C1)N1C(NCC1)=O)(F)F 3-[4-(trifluoromethyl)-2-pyridinyl]-2-imidazolidinone